2-bromo-1-(4-bromo-2-methyl-pyrazol-3-yl)ethanone BrCC(=O)C=1N(N=CC1Br)C